N1(CCCCC1)C1=CC=C(C=C1)NNC(=O)N 4-(1-piperidinyl)phenylsemicarbazide